2-(1-(4-amino-3-(3-fluoro-4-methoxyphenyl)-1H-pyrazolo[3,4-d]pyrimidin-1-yl)propyl)-3-cyclopropyl-6-fluoroquinazolin-4(3H)-one NC1=C2C(=NC=N1)N(N=C2C2=CC(=C(C=C2)OC)F)C(CC)C2=NC1=CC=C(C=C1C(N2C2CC2)=O)F